tert-butyl N-[2-[methyl-[2-methyl-6-[[5-(4-pyridyl)thiazol-2-yl]amino]pyrimidin-4-yl]amino]ethyl]carbamate CN(CCNC(OC(C)(C)C)=O)C1=NC(=NC(=C1)NC=1SC(=CN1)C1=CC=NC=C1)C